CN(C1=C(C=C(C(=O)O)C=C1)F)C 4-(dimethylamino)-3-fluorobenzoic acid